O(C1=CC=CC=C1)C1CN(CC1)C(=O)C12CC(C1)(C2)C#N 3-(3-phenoxypyrrolidine-1-carbonyl)bicyclo[1.1.1]-pentane-1-carbonitrile